[5-(3-Cyclopropoxyphenyl)-1-[2-(trifluoromethyl)-phenyl]-1H-pyrazol-3-yl]methanol C1(CC1)OC=1C=C(C=CC1)C1=CC(=NN1C1=C(C=CC=C1)C(F)(F)F)CO